NC1=NC(=C2N(C(N(C2=N1)CC1=CC=C(C=C1)OC)=O)CCO)OCC1=CC=CC=C1 2-Amino-6-(benzyloxy)-7-(2-hydroxyethyl)-9-(4-methoxybenzyl)-7,9-dihydro-8H-purin-8-one